((((2-methyl-2H-tetrazol-5-yl)methyl)thio)methyl)-6-(trifluoromethyl)pyridine-3-carbothioamide CN1N=C(N=N1)CSCC1=NC(=CC=C1C(N)=S)C(F)(F)F